S1C(=NC2=C1C=CC=C2)NC(=O)C=2C=CC=C1CCN(CC21)C2=CC=C(C(=N2)C(=O)OC(C)(C)C)C2=C(C(=CC=C2)OCCOC2CCN(CC2)CC(=O)OCC)C tert-butyl 6-(8-(benzo[d]thiazol-2-ylcarbamoyl)-3,4-dihydroisoquinolin-2(1H)-yl)-3-(3-(2-((1-(2-ethoxy-2-oxoethyl)piperidin-4-yl)oxy)ethoxy)-2-methylphenyl)picolinate